4,5-difluoro-2,3-dihydro-1H-inden-2-amine hydrochloride Cl.FC1=C2CC(CC2=CC=C1F)N